Cl.C1(=CC=CC=C1)C(OCCNC)C1=CC=CC=C1 2-(diphenylmethoxy)-N-methylethylamine hydrochloride